Cl.N[C@H](C(=O)N[C@@H](CC(=O)OCC)C1=C(C(=CC(=C1)C1=C(C=C(C=C1C)F)C)C)F)CC(C)C ethyl (3S)-3-[[(2S)-2-amino-4-methyl-pentanoyl]amino]-3-[2-fluoro-5-(4-fluoro-2,6-dimethyl-phenyl)-3-methyl-phenyl]propanoate hydrochloride